6-[3-(4,4-difluoropiperidine-1-carbonyl)-8-quinolyl]-2H-isoquinolin-1-one FC1(CCN(CC1)C(=O)C=1C=NC2=C(C=CC=C2C1)C=1C=C2C=CNC(C2=CC1)=O)F